(S)-N-(2-(3,4-dimethylpiperazin-1-yl)-5-(phenylethynyl)phenyl)-6-oxo-4-(trifluoromethyl)-1,6-dihydropyridine-3-carboxamide C[C@H]1CN(CCN1C)C1=C(C=C(C=C1)C#CC1=CC=CC=C1)NC(=O)C1=CNC(C=C1C(F)(F)F)=O